(2S,4r)-1-[(2S)-2-(4-cyclopropyl-triazol-1-yl)-3,3-dimethyl-butyryl]-N-[(2S,3r)-2-(4-fluorophenyl)-1-methyl-pyrrolidin-3-yl]-4-hydroxy-pyrrolidine-2-carboxamide C1(CC1)C=1N=NN(C1)[C@H](C(=O)N1[C@@H](C[C@H](C1)O)C(=O)N[C@H]1[C@@H](N(CC1)C)C1=CC=C(C=C1)F)C(C)(C)C